Cl.Cl.C1(=CC=CC2=CC=CC=C12)NCCN N-1-naphthylethylendiamine dihydrochloride